3-oxa-6-azatricyclo[6.1.1.01,6]decane-4-carboxylic acid C123COC(CN1CC(C2)C3)C(=O)O